NC1=C(C2=C(S1)C(=CC=C2C2=C(C=C1C(=NC(=NC1=C2F)OC[C@]21CCCN1C[C@@H](C2)F)NCCC(=O)O)Cl)F)C#N 3-((7-(2-amino-3-cyano-7-fluorobenzo[b]thiophen-4-yl)-6-chloro-8-fluoro-2-(((2R,7aS)-2-fluorotetrahydro-1H-pyrrolizin-7a(5H)-yl)methoxy)quinazolin-4-yl)amino)propanoic acid